methyl (R)-4-(1-((tert-butoxycarbonyl)amino)ethyl)benzoate C(C)(C)(C)OC(=O)N[C@H](C)C1=CC=C(C(=O)OC)C=C1